2-amino-6-(4,4-difluoropiperidin-1-yl)benzonitrile-1-d NC1C(C#N)(C(=CC=C1)N1CCC(CC1)(F)F)[2H]